tritridecyl phosphorothioate P(OCCCCCCCCCCCCC)(OCCCCCCCCCCCCC)(OCCCCCCCCCCCCC)=S